7-Cyano-3-cyclopropyl-6-(3,4-dimethylphenyl)-4-oxo-4,5-dihydropyrazolo[1,5-a]pyrazine-2-carboxylic acid C(#N)C1=C(NC(C=2N1N=C(C2C2CC2)C(=O)O)=O)C2=CC(=C(C=C2)C)C